tert-butyl 2-(5-{5-chloro-2-[(oxan-4-yl)amino]pyrimidin-4-yl}-1-methyl-3-oxo-2,3-dihydro-1H-isoindol-2-yl)acetate ClC=1C(=NC(=NC1)NC1CCOCC1)C=1C=C2C(N(C(C2=CC1)C)CC(=O)OC(C)(C)C)=O